5-(4-(2-chlorostyryl)phenyl)-3-(3,4-dichlorophenyl)-isoxazole ClC1=C(C=CC2=CC=C(C=C2)C2=CC(=NO2)C2=CC(=C(C=C2)Cl)Cl)C=CC=C1